2-((1-(tert-butoxycarbonyl)-3-hydroxyazetidine-3-yl)methyl)-1-methyl-2H-indazol C(C)(C)(C)OC(=O)N1CC(C1)(O)CN1N(C2=CC=CC=C2C1)C